r-glycerin OCC(O)CO